1-(4-{5-[2-(3,4-dimethoxyphenyl)-3-(propan-2-yl)-1H-indol-5-yl]-1,3,4-oxadiazol-2-yl}piperidin-1-yl)-2-(dimethylamino)ethan-1-one COC=1C=C(C=CC1OC)C=1NC2=CC=C(C=C2C1C(C)C)C1=NN=C(O1)C1CCN(CC1)C(CN(C)C)=O